OC(C)(C)C1=CC(=CC=N1)C 6-(2-Hydroxypropan-2-yl)-4-methylpyridin